CC1=NC2=CC3=C(C=C2C(N1C1C(NC(CC1)=O)=O)=O)CNCC3 3-(2-methyl-4-oxo-6,7,8,9-tetrahydropyrido[3,4-g]quinazolin-3(4H)-yl)piperidine-2,6-dione